1-(4-Isopropylbenzyl)-1H-indazole-6-carboxylic acid hydroxyamide ONC(=O)C1=CC=C2C=NN(C2=C1)CC1=CC=C(C=C1)C(C)C